2-[(3S,4S)-4-hydroxy-3-methyl-1-piperidyl]-N-(2-sulfamoyl-4-pyridyl)-5-(trifluoromethyl)-pyridine-3-carboxamide O[C@@H]1[C@H](CN(CC1)C1=NC=C(C=C1C(=O)NC1=CC(=NC=C1)S(N)(=O)=O)C(F)(F)F)C